N-(9-((2R,3S,4S,5R)-5-((bis(4-methoxyphenyl)(phenyl)methoxy)methyl)-4-hydroxy-3-methoxytetrahydrofuran-2-yl)-9H-purin-6-yl)benzamide COC1=CC=C(C=C1)C(OC[C@@H]1[C@@H]([C@@H]([C@@H](O1)N1C2=NC=NC(=C2N=C1)NC(C1=CC=CC=C1)=O)OC)O)(C1=CC=CC=C1)C1=CC=C(C=C1)OC